NC1=C2C(=C(C=3C(N(C(C13)=O)CCCOC)=O)N)C(C1=CC=CC=C1C2=O)=O 4,11-diamino-2-(3-methoxypropyl)-1H-naphtho[2,3-F]isoindole-1,3,5,10(2H)-tetraone